N-(4-methoxyphenyl)-4-(3,4,5-trimethoxyphenyl)-4,5,6,7-tetrahydro-[1,2,4]triazolo[1,5-a]pyrimidin-2-amine COC1=CC=C(C=C1)NC1=NN2C(N(CCC2)C2=CC(=C(C(=C2)OC)OC)OC)=N1